ortho-xylylenedimethoxide C=1(C(=CC=CC1)CC[O-])CC[O-]